Methyl 5-(2-bromoethoxy)-3-fluoro-2-methylbenzoate BrCCOC=1C=C(C(=C(C(=O)OC)C1)C)F